ClC1=C(C=C(C(=C1)Cl)OC)B(O)O 2,4-dichloro-5-methoxyphenylboronic acid